4-(3-Chloroanilino)-6'-(2-chloroethoxy)-2'-[(2R)-2-methyl-3-{[(5R)-5-methyl-5,6,7,8-tetrahydroquinolin-4-yl]oxy}propyl]-2',3'-dihydrospiro[cyclohexane-1,1'-indene]-4-carboxylic acid ClC=1C=C(NC2(CCC3(C(CC4=CC=C(C=C34)OCCCl)C[C@H](COC3=CC=NC=4CCC[C@H](C34)C)C)CC2)C(=O)O)C=CC1